O.[Co](Cl)(Cl)(Cl)Cl cobalt tetrachloride hydrate